ClC=1C=C(C=CC1)[S@](=NC(C1=CC=CC=C1)=O)C1=C(C(=CC=C1)C)C1=C(C=CC=C1C)I N-((S)-(3-chlorophenyl)((R)-2'-iodo-6,6'-dimethyl-[1,1'-biphenyl]-2-yl)-λ4-sulfaneylidene)benzamide